(±)-(1S,3R,4S)-3-hydroxy-4-isopropoxycyclopentane-1-carboxylic acid O[C@@H]1C[C@@H](C[C@@H]1OC(C)C)C(=O)O |r|